(R)-1-benzyl-4,4-difluoro-3-methylpiperidine C(C1=CC=CC=C1)N1C[C@H](C(CC1)(F)F)C